(1aS,5aS)-2-(2,4-Difluoro-phenyl)-1a,2,5,5a-tetrahydro-1H-2,3-diaza-cyclopropa[a]pentalene-4-carboxylic acid (4-hydroxy-1-methyl-piperidin-4-ylmethyl)-amide OC1(CCN(CC1)C)CNC(=O)C=1C=2C[C@H]3[C@@H](C2N(N1)C1=C(C=C(C=C1)F)F)C3